COC=1C=C(NC2=NC=CC=C2C=CC(=O)N)C=C(C1OC)OC 3-[2-(3,4,5-trimethoxyanilino)pyridin-3-yl]prop-2-enamide